C(#N)C1=C(C=CC=C1)SC=1C=2N(C=C(C1)C=1C=NN(C1C)C1CCN(CC1)C(C(C)C)=O)N=CC2C#N 4-((2-cyanophenyl)thio)-6-(1-(1-isobutyrylpiperidin-4-yl)-5-methyl-1H-pyrazol-4-yl)pyrazolo[1,5-a]pyridine-3-carbonitrile